C1(CC(C=2C3=CC=C(C12)C3)=O)=O 1H-4,7-methanoindene-1,3(2H)-dione